FC1=C(C=CC(=C1)[C@H]1NCCC1)C=1N=C2SC3=C(N2C1)C=CC(=C3)C(=O)NC3CCN(CC3)C (S)-2-(2-fluoro-4-(pyrrolidin-2-yl)phenyl)-N-(1-methylpiperidin-4-yl)benzo[d]imidazo[2,1-b]thiazole-7-carboxamide